methyl 1-((tert-butyldimethylsilyl)oxy)-7-(((tert-butyldimethylsilyl)oxy)methyl)-1,4a,5,7a-tetrahydrocyclopenta[c]pyran-4-carboxylate [Si](C)(C)(C(C)(C)C)OC1OC=C(C2C1C(=CC2)CO[Si](C)(C)C(C)(C)C)C(=O)OC